(2R)-2-(tert-butoxycarbonylamino)-3-cyclohexyl-propionic acid C(C)(C)(C)OC(=O)N[C@@H](C(=O)O)CC1CCCCC1